CC1CN(CC(N1)C)C=1C(=C2CN(C(C2=C(C1F)F)=O)C1C(NC(CC1)=O)=O)F 3-(5-(3,5-dimethylpiperazin-1-yl)-4,6,7-trifluoro-1-oxoisoindolin-2-yl)piperidine-2,6-dione